C1=CC=CC=2C3=CC=CC=C3C(C12)COC(=O)N([C@H](C(=O)O)CC1=NN(C=C1)C)C (S)-2-((((9H-fluoren-9-yl)methoxy)carbonyl)(methyl)amino)-3-(1-methyl-1H-pyrazol-3-yl)propanoic acid